(4-methyl-2-phenylpiperazin-1-yl)-(4-nitro-2-piperidin-1-ylphenyl)methanone CN1CC(N(CC1)C(=O)C1=C(C=C(C=C1)[N+](=O)[O-])N1CCCCC1)C1=CC=CC=C1